Tetraphenyldipropylene glycol diphosphite OP(O)OP(O)O.C1(=CC=CC=C1)C(C(C1=CC=CC=C1)(C1=CC=CC=C1)C1=CC=CC=C1)(COC(C)CO)O